(S)-6-(3-fluorophenyl)-7-(1-hydroxyethyl)-3-methyl-5H-thiazolo[3,2-a]Pyridin-5-one FC=1C=C(C=CC1)C1=C(C=C2N(C1=O)C(=CS2)C)[C@H](C)O